CN1C(=NC2=C1C=CC(=C2)C#C[Si](C)(C)C)C(F)(F)F 1-methyl-2-(trifluoromethyl)-5-((trimethylsilyl)ethynyl)-1H-benzo[d]imidazole